3-[4-[3-[4-[3-[(1R,5S)-3-[3-amino-6-(2-hydroxyphenyl)pyridazin-4-yl]-3,8-diazabicyclo[3.2.1]octan-8-yl]-5-fluoro-phenoxy]-1-piperidyl]-3-oxo-propyl]anilino]piperidine-2,6-dione NC=1N=NC(=CC1N1C[C@H]2CC[C@@H](C1)N2C=2C=C(OC1CCN(CC1)C(CCC1=CC=C(NC3C(NC(CC3)=O)=O)C=C1)=O)C=C(C2)F)C2=C(C=CC=C2)O